1-{3-methoxy-4-{2-[4-(4-methoxyphenyl)piperazin-1-yl]ethoxy}benzyl}-3-(4-ethoxybenzyl)urea COC=1C=C(CNC(=O)NCC2=CC=C(C=C2)OCC)C=CC1OCCN1CCN(CC1)C1=CC=C(C=C1)OC